C(C=C)(=O)N1C[C@H](C[C@H]1C)N1N=C(C(=C1NC)C(=O)N)C#CC1=CC2=C(N(C=N2)C2CC2)C=C1F 1-((3S,5R)-1-acryloyl-5-methylpyrrolidin-3-yl)-3-((1-cyclopropyl-6-fluoro-1H-benzo[d]imidazol-5-yl)ethynyl)-5-(methylamino)-1H-pyrazole-4-carboxamide